((R)-4-(2-(bis(2,4-dimethoxybenzyl)amino)oxazolo[4,5-c]pyridin-7-yl)morpholin-2-yl)((S)-6,8-dichloro-1-methyl-3,4-dihydroisoquinolin-2(1H)-yl)methanone COC1=C(CN(C=2OC3=C(C=NC=C3N3C[C@@H](OCC3)C(=O)N3[C@H](C4=C(C=C(C=C4CC3)Cl)Cl)C)N2)CC2=C(C=C(C=C2)OC)OC)C=CC(=C1)OC